C(C)(C)(C)OC(=O)N1C(C2=CC=CC=C2C1)C(NCC=1C=C2CN(C(C2=CC1)=O)C1C(NC(CC1)=O)=O)=O 1-(((2-(2,6-dioxopiperidin-3-yl)-1-oxo-isoindolin-5-yl)methyl)carbamoyl)isoindoline-2-carboxylic acid tert-butyl ester